CC1N(CCOC1)C=1C2=C(N=CN1)CNCC2 4-(3-methylmorpholin-4-yl)-5,6,7,8-tetrahydropyrido[3,4-d]pyrimidine